C(CCCCCCCC(=O)OC(CCCC)CCCCCCCC)(=O)[O-] 9-(tridecan-5-yl) azelate